TRIALLYL CITRATE C(CC(O)(C(=O)OCC=C)CC(=O)OCC=C)(=O)OCC=C